1-(2-methylpyrimidin-5-yl)-1H-pyrazole-4-carbaldehyde CC1=NC=C(C=N1)N1N=CC(=C1)C=O